[Ni+2].[Cr+3].FC1=C(C(=C(C(=C1[B-](C1=C(C(=C(C(=C1F)F)F)F)F)(C1=C(C(=C(C(=C1F)F)F)F)F)C1=C(C(=C(C(=C1F)F)F)F)F)F)F)F)F.C1(=CC=CC=C1)[C+](C1=CC=CC=C1)C1=CC=CC=C1.FC1=C(C(=C(C(=C1[B-](C1=C(C(=C(C(=C1F)F)F)F)F)(C1=C(C(=C(C(=C1F)F)F)F)F)C1=C(C(=C(C(=C1F)F)F)F)F)F)F)F)F.FC1=C(C(=C(C(=C1[B-](C1=C(C(=C(C(=C1F)F)F)F)F)(C1=C(C(=C(C(=C1F)F)F)F)F)C1=C(C(=C(C(=C1F)F)F)F)F)F)F)F)F.FC1=C(C(=C(C(=C1[B-](C1=C(C(=C(C(=C1F)F)F)F)F)(C1=C(C(=C(C(=C1F)F)F)F)F)C1=C(C(=C(C(=C1F)F)F)F)F)F)F)F)F.FC1=C(C(=C(C(=C1[B-](C1=C(C(=C(C(=C1F)F)F)F)F)(C1=C(C(=C(C(=C1F)F)F)F)F)C1=C(C(=C(C(=C1F)F)F)F)F)F)F)F)F.FC1=C(C(=C(C(=C1[B-](C1=C(C(=C(C(=C1F)F)F)F)F)(C1=C(C(=C(C(=C1F)F)F)F)F)C1=C(C(=C(C(=C1F)F)F)F)F)F)F)F)F triphenylcarbon tetrakis(pentafluorophenyl)borate Chromium-Nickel